N2-(2-(furan-2-yl)ethyl)-N4-(2-(4-methylpiperazin-1-yl)ethyl)quinazoline-2,4-diamine O1C(=CC=C1)CCNC1=NC2=CC=CC=C2C(=N1)NCCN1CCN(CC1)C